CS(=O)(=O)C=1C=CC(=C(C1)O)NCC#CC=1N(C2=CC=CC(=C2C1)NC1CCC(CC1)N(C)C)CC(F)(F)F 5-methanesulfonyl-2-{[3-(4-{[(1R,4R)-4-(dimethyl-amino)cyclohexyl]amino}-1-(2,2,2-trifluoroethyl)-1H-indol-2-yl)prop-2-yn-1-yl]amino}phenol